5-(5-Chloro-2-(((1r,4r)-4-((2-methoxyethyl)amino)cyclohexyl)amino)pyrimidin-4-yl)-2,3,3-Trimethylisoindolin-1-one ClC=1C(=NC(=NC1)NC1CCC(CC1)NCCOC)C=1C=C2C(N(C(C2=CC1)=O)C)(C)C